D,L-mannitol C([C@@H](O)[C@@H](O)[C@H](O)[C@H](O)CO)O |r|